(2S)-2-{7-[(2R)-3-tert-butoxy-1-methoxy-1-oxopropan-2-yl]-1,4,7,10-tetraazacyclododec-1-yl}-5-{4-[2-(2-ethoxyethoxy)ethoxy]phenyl}pentanoic acid methyl ester COC([C@H](CCCC1=CC=C(C=C1)OCCOCCOCC)N1CCNCCN(CCNCC1)[C@@H](C(=O)OC)COC(C)(C)C)=O